FC(C(=O)O)(F)F.NCC(=O)N[C@@H](CCCCN1C(C=CC1=O)=O)C(=O)OC(C)(C)C tert-Butyl glycyl-6-(2,5-dioxo-2,5-dihydro-1H-pyrrol-1-yl)-L-norleucinate mono(trifluoroacetate)